4-chloro-1-((2-(trimethylsilyl)ethoxy)methyl)-1H-pyrazolo[3,4-b]pyridine-3-carbonitrile ClC1=C2C(=NC=C1)N(N=C2C#N)COCC[Si](C)(C)C